C(C)(C)(C)C1=NN2C(N(CCC2)C=2C=NC=3CCN(CC3C2)C2=NC=C(C#N)C=C2C)=C1 6-(3-(2-(tert-butyl)-6,7-dihydropyrazolo[1,5-a]pyrimidin-4(5H)-yl)-7,8-dihydro-1,6-naphthyridin-6(5H)-yl)-5-methylnicotinonitrile